trans-N-[4-(1,3,4-thiadiazol-2-yl)cyclohexyl]carbamic acid tert-butyl ester C(C)(C)(C)OC(N[C@@H]1CC[C@H](CC1)C=1SC=NN1)=O